6-cyano-2-(1'-ethylphenyl)-7-hydroxy-5-methyl-[1,2,4]triazolo[1,5-a]pyridine C(#N)C=1C(=CC=2N(C1C)N=C(N2)C2(CC=CC=C2)CC)O